2-((3,5-dicyano-4-cyclopropyl-6-(1,4-diazepan-1-yl)pyridin-2-yl)sulfanyl)-2-phenylacetamide C(#N)C=1C(=NC(=C(C1C1CC1)C#N)N1CCNCCC1)SC(C(=O)N)C1=CC=CC=C1